BrC=1C=CC2=C(S(C=C2)(=O)=O)C1 6-bromobenzo[b]thiophene 1,1-dioxide